tert-butyl 4-(7-bromoquinoxalin-2-yl)oxypiperidine-1-carboxylate BrC1=CC=C2N=CC(=NC2=C1)OC1CCN(CC1)C(=O)OC(C)(C)C